2-(4-(4-amino-7-isopropyl-7H-pyrrolo[2,3-d]pyrimidin-5-yl)benzylamino)-N-(4-fluorophenyl)-5-(trifluoromethyl)nicotinamide NC=1C2=C(N=CN1)N(C=C2C2=CC=C(CNC1=C(C(=O)NC3=CC=C(C=C3)F)C=C(C=N1)C(F)(F)F)C=C2)C(C)C